Cl.Cl.COC=1C=C(C=CC1OC)C1=NN(C2=C1C=NC=1C=CC(=CC21)OC)C=2C=C1CCNCC1=CC2 3-(3,4-Dimethoxyphenyl)-8-methoxy-1-(1,2,3,4-tetrahydroisoquinolin-6-yl)-1H-pyrazolo[4,3-c]quinoline dihydrochloride